2-methyl-3-pyridinemethylamine CC1=NC=CC=C1CN